ClC1=NNC=2C(=C1)N=CC2 chloropyrrolopyridazine